ClCC1=NOC(=C1)C=1C=C(C(=C(C#N)C1)F)OC 5-(3-(Chloromethyl)isoxazol-5-yl)-2-fluoro-3-methoxybenzonitrile